ClC1=NC(=NC=C1Cl)N 4,5-dichloropyrimidin-2-amine